C[C@@H]1N(CCC1)C=1C=C(CN2CCN(CC2)C(=O)N2N=C(C=C2)NS(=O)(=O)C)C=CC1C(F)(F)F (S)-N-(1-(4-(3-(2-Methylpyrrolidin-1-yl)-4-(trifluoromethyl)benzyl)piperazine-1-carbonyl)-1H-pyrazol-3-yl)methanesulfonamide